N-(3-chloro-5-(methylsulfonamido)phenyl)-4-(5-fluoropyridin-2-yl)-5-methylthiazole-2-carboxamide ClC=1C=C(C=C(C1)NS(=O)(=O)C)NC(=O)C=1SC(=C(N1)C1=NC=C(C=C1)F)C